C(#N)C(CCC(=S)O)(C)SCCCCCCCCCCCC 4-cyano-4-(dodecyl-sulfanyl)thio-pentanoic acid